CC(C)C(CCC)C 2,3-dimethylhexane